ClC1=NC=CC(=C1)OC=1C=CC(=NC1)NC(=O)C=1C(NC=CC1)=O N-(5-((2-chloropyridin-4-yl)oxy)pyridin-2-yl)-2-oxo-1,2-dihydropyridine-3-carboxamide